ClC=1C=C(C=CC1Cl)C(CN1C(N(C2=C1C=CC=C2)CC=2N=NN(C2)C2=CC=C(C=C2)F)=N)O 1-(3,4-dichlorophenyl)-2-(3-((1-(4-fluorophenyl)-1H-1,2,3-triazol-4-yl)methyl)-2-imino-2,3-dihydro-1H-benzo[d]imidazol-1-yl)ethan-1-ol